C(C)OC(OCC)N(C(=O)N)C(=O)C=C diethoxymethyl-acryl-urea